FC1=C(C(=C(C=C1OC)OC)F)C1=CC2=C(N=C(N=C2)SC)C(=N1)NCC1N(CCC1)C 6-(2,6-difluoro-3,5-dimethoxyphenyl)-N-((1-methylpyrrolidin-2-yl)methyl)-2-(methylthio)pyrido[3,4-d]pyrimidine-8-amine